BrC1=CC(=NC=C1)NC(=O)CCN1CCN(CC1)CCN(C(OC(C)(C)C)=O)C tert-butyl N-[2-(4-{2-[(4-bromopyridin-2-yl) carbamoyl] ethyl} piperazin-1-yl) ethyl]-N-methylcarbamate